4'-((2-cyclopropyl-1H-imidazol-1-yl)methyl)-5-isobutyl-N-(pyrimidin-2-yl)-[1,1'-biphenyl]-2-sulfonamide C1(CC1)C=1N(C=CN1)CC1=CC=C(C=C1)C=1C(=CC=C(C1)CC(C)C)S(=O)(=O)NC1=NC=CC=N1